4-(2-hydroxyethoxy)-phenyl-(2-hydroxy-2-propyl)ketone OCCOC1=CC=C(C=C1)CC(C)(O)C(=O)C(C)(CC1=CC=C(C=C1)OCCO)O